FC(C1=C(C=O)C=CN=C1)F 3-(difluoromethyl)isonicotinaldehyde